(dimethyl-1,2-oxazol-4-yl)-2-methoxy-7H,8H,9H-pyrrolo[2,3-c]1,5-naphthyridin-8-one CC1=C(C(=NO1)C)C1=C(N=C2C3=C(C=NC2=C1)NC(C3)=O)OC